4-(4-((5-(2,6-DIOXOPIPERIDIN-3-YL)PYRIDIN-2-YL)AMINO)PIPERIDINE-1-CARBONYL)CYCLOHEXANE-1-CARBOXYLIC ACID O=C1NC(CCC1C=1C=CC(=NC1)NC1CCN(CC1)C(=O)C1CCC(CC1)C(=O)O)=O